2,4-difluorophenyl-propane-1-sulfonamide monosuccinate C(CCC(=O)O)(=O)O.FC1=C(C=CC(=C1)F)C(CC)S(=O)(=O)N